FC(C1=NC=CC=C1C(=O)NC1=C2C(CC(C2=CC=C1)(C)C)CCC)F 2-(difluoromethyl)-N-[3-propyl-1,1-dimethyl-2,3-dihydro-1H-inden-4-yl]pyridine-3-carboxamide